(3S,4S)-1-(3-((S)-2-decanamido-3-(hexylamino)-3-oxopropyl)-4-oxo-3,4-dihydroquinazoline-7-carbonyl)-N3,N4-bis((1S,2R)-2-phenylcyclopropyl)pyrrolidine-3,4-dicarboxamide C(CCCCCCCCC)(=O)N[C@@H](CN1C=NC2=CC(=CC=C2C1=O)C(=O)N1C[C@H]([C@@H](C1)C(=O)N[C@@H]1[C@H](C1)C1=CC=CC=C1)C(=O)N[C@@H]1[C@H](C1)C1=CC=CC=C1)C(=O)NCCCCCC